4-(pyrrol-1-yl)benzamide N1(C=CC=C1)C1=CC=C(C(=O)N)C=C1